[Si](C)(C)(C(C)(C)C)OC[C@]1(N(C[C@@H](C1)N1CCCC2=CC(=CC(=C12)C1=C2C(=NC=C1)C=C(S2)CO)Cl)C(=O)OC(C)(C)C)C (2S,4R)-tert-butyl 2-(((tert-butyldimethylsilyl)oxy)methyl)-4-(6-chloro-8-(2-(hydroxymethyl)thieno[3,2-b]pyridin-7-yl)-3,4-dihydroquinolin-1(2H)-yl)-2-methylpyrrolidine-1-carboxylate